2-(trifluoromethyl)-4-fluorobenzonitrile FC(C1=C(C#N)C=CC(=C1)F)(F)F